(R)-6-Chloro-N-(1-methylpyrrolidin-3-yl)pyridazin-3-amine ClC1=CC=C(N=N1)N[C@H]1CN(CC1)C